tris-hydroxyethyl-perhydro-1,3,5-triazine OCCN1CN(CN(C1)CCO)CCO